C(C1=CC=CC=C1)(=O)C=1C(=C(C(=C(C(=O)C2=CC=CC=C2)C1)OC(C1=CC=CC=C1)=O)OC(C1=CC=CC=C1)=O)C(C1=CC=CC=C1)=O dibenzoyl-bis(benzoyloxy)benzophenone